N1=C(C=CC=C1)[C@H](C)NC1=NC=C(C=N1)C1=NOC(=N1)C(F)(F)F N-[(1S)-1-pyridin-2-ylethyl]-5-[5-(trifluoromethyl)-1,2,4-oxadiazol-3-yl]pyrimidin-2-amine